[PH2](OC1=C(C(=CC=C1)CC)C(C1=C(C=C(C=C1C)C)C)=O)=O ethyl(2,4,6-trimethylbenzoyl)phenyl phosphinate